Tridecafluorooctyltris(trimethylsiloxy)silane FC(C(C(C(C(F)(F)[Si](O[Si](C)(C)C)(O[Si](C)(C)C)O[Si](C)(C)C)(F)F)(F)F)(F)F)(CCC(F)(F)F)F